CN(CCN(C1=C(C=C(C(=C1)OC)NC1=NC=CC(=N1)C1=CN(C=2C1=NC=CC2)C)NC(C=C)=O)C)C N-[2-[[2-(dimethylamino)ethyl]methylamino]-4-methoxy-5-[[4-(1-methyl-1H-pyrrolo[3,2-b]pyridin-3-yl)-2-pyrimidinyl]amino]phenyl]-2-propenamide